(L)-(+)-1-ethyl-3-methylimidazolium lactate C(C(O)C)(=O)[O-].C(C)N1C=[N+](C=C1)C